BrC=1C=C(C=CC1OC1=C(C=C(C=C1C)F)C)C(C)=O 1-(3-bromo-4-(4-fluoro-2,6-dimethylphenoxy)phenyl)-ethanone